2-(2,6-dioxopiperidin-3-yl)-5-fluoro-6-(4-((1-(5-methoxy-2-(1-methyl-1H-pyrazol-4-yl)-4-nitrophenyl)piperidin-4-yl)methyl)piperazin-1-yl)isoindoline-1,3-dione O=C1NC(CCC1N1C(C2=CC(=C(C=C2C1=O)F)N1CCN(CC1)CC1CCN(CC1)C1=C(C=C(C(=C1)OC)[N+](=O)[O-])C=1C=NN(C1)C)=O)=O